NC1=NC2=CC(=CC=C2C=C1S(=O)(=O)C)/C=C/[C@@H]1[C@H]([C@H]([C@@H](C1)N1CCC2=C1N=CN=C2N)O)O (1s,2r,3r,5r)-3-((E)-2-(2-amino-3-(methylsulfonyl)quinolin-7-yl)vinyl)-5-(4-amino-5,6-dihydro-7H-pyrrolo[2,3-d]pyrimidin-7-yl)cyclopentane-1,2-diol